C(C)C=1CC2=C(C(=C(C=C2C1)C(C)(C)C)OC)C1=CC=C(C=C1)C(C)(C)C 2-ethyl-5-tert-butyl-6-methoxy-7-(4-tert-butylphenyl)-1H-indene